1-(2-chloroethyl)-pyrrole ClCCN1C=CC=C1